O=C1OB(OC(CSC1)=O)[C@H](CC(C)C)NC([C@H](CC1=CC=CC=C1)NC(=O)C1=NC=CN=C1)=O N-((S)-1-(((R)-1-(4,8-dioxo-1,3,6,2-dioxathiaborocan-2-yl)-3-methylbutyl)amino)-1-oxo-3-phenylpropan-2-yl)pyrazine-2-carboxamide